FC(C(=O)O)(F)F.N1CCC(CC1)CNC=1C=C(C=CC1)C1C(NC(CC1)=O)=O 3-[3-(4-piperidylmethylamino)phenyl]piperidine-2,6-dione trifluoroacetic acid salt